COCCOC1=C(C=CC=C1)C=1N=C(SC1)C1=NC(=CC=C1C(=O)N)C [4-[2-(2-methoxyethoxy)phenyl]thiazol-2-yl]-6-methyl-pyridine-3-carboxamide